COC1=CC=C(C=C1)NC1CC2=C(N(N=C2CC1)C1=NC=CC=C1)O 5-[(4-Methoxyphenyl)amino]-2-(pyridin-2-yl)-4,5,6,7-tetrahydro-2H-indazol-3-ol